C(=O)(OC(C)(C)C)N(N=C(C1=CC=CC=C1)C1=CC=CC=C1)C1=CC=C(C=C1)Br N-Boc-N-(4-bromophenyl)benzophenone hydrazone